C1(CCCC1)N1C(N(C=2C=NC(=CC21)NC2=C(C=C(C=C2)OC)C(F)(F)F)C)=O 1-Cyclopentyl-6-((4-methoxy-2-(trifluoromethyl)phenyl)amino)-3-methyl-1,3-dihydro-2H-imidazo[4,5-c]pyridin-2-one